ClCCN1C(=NC2=C(C1=O)C=NN2C2=CC=C(C=C2)C)C=2C(=NC=CC2)Cl 5-(2-chloroethyl)-6-(2-chloropyridin-3-yl)-1-(p-tolyl)-1,5-dihydro-4H-pyrazolo[3,4-d]pyrimidin-4-one